FC1=CC=C(OCC=2N=C3N(C=C(C=N3)C3=C(C=CC=C3)C)C2)C=C1 2-[(4-fluorophenoxy)methyl]6-(o-tolyl)imidazo[1,2-a]pyrimidine